(3-pyrrolidin-1-ylphenyl)boronic acid N1(CCCC1)C=1C=C(C=CC1)B(O)O